methyl 2-(4-methylpyrimidin-2-yl)acetate CC1=NC(=NC=C1)CC(=O)OC